1,4-bis-(hex-5-en-1-yloxy)azobenzene C(CCCC=C)OC1(CC=C(C=C1)OCCCCC=C)N=NC1=CC=CC=C1